5-chloro-2-methyl-1,2-thiazol-3(2H)-one ClC1=CC(N(S1)C)=O